Cl.CN1C(=NN=C1)S[C@@H](C)C1=CC(=NC=C1)N (S)-4-(1-((4-methyl-4H-1,2,4-triazol-3-yl)thio)ethyl)pyridin-2-amine HCl salt